OC1CN(C1)C(=O)O[C@@H]1CC[C@H](CC1)C(N(C[C@@H]1CC[C@H](CC1)C1=CC(=C(C=C1)OC)C)C1=CC(=CC=C1)C=1C=NN(C1)C(C)C)=O trans-4-((3-(1-Isopropyl-1H-pyrazol-4-yl)phenyl)((trans-4-(4-methoxy-3-methyl phenyl)cyclohexyl)methyl)carbamoyl)cyclohexyl 3-hydroxyazetidine-1-carboxylate